C(C)(C)C1=NC=CC=C1C1=NC=C2N(C(N(C2=N1)CC1=C(C(=N)NC)C=CC=C1)=O)C ((2-(2-isopropylpyridin-3-yl)-7-methyl-8-oxo-7,8-dihydro-9H-purin-9-yl)methyl)-N-methylbenzamidine